(2R)-1-(4-{4-[(2S)-2-aminopropionylamino]phenyl}benzenesulfonyl)pyrrolidine-2-carboxylic acid methyl ester COC(=O)[C@@H]1N(CCC1)S(=O)(=O)C1=CC=C(C=C1)C1=CC=C(C=C1)NC([C@H](C)N)=O